Cl.N1CC(CC1)CN(C(=O)N)C1=CC=C(C=C1)OC(F)(F)F N-[(pyrrolidin-3-yl)methyl]-N-[4-(trifluoromethoxy)phenyl]urea hydrochloride